NC=1C(=C(OC=2C(=C(C#N)C=CC2)F)C(=C(C1N)F)F)Br (3,4-Diamino-2-bromo-5,6-difluorophenoxy)-2-fluorobenzonitrile